O=C1CC=C(CCC1)C=1C=C2C(=NC1)NC(N2C2CCN(CC2)C(C2=CC=C(C=C2)OC(F)(F)F)=O)=O 6-(4-oxocyclohepten-1-yl)-1-[1-[4-(trifluoromethoxy)benzoyl]-4-piperidyl]-3H-imidazo[4,5-b]pyridine-2-one